dimethylphosphonium C[PH2+]C